(R)-N-[1-(3,5-DIFLUORo-4-METHANSULFONYLAMINO-PHENYL)-ETHYL]-3-(2-PROPYL-6-TRIFLUORoMETHYL-PYRIDIN-3-YL)-ACRYLAMID FC=1C=C(C=C(C1NS(=O)(=O)C)F)[C@@H](C)NC(C=CC=1C(=NC(=CC1)C(F)(F)F)CCC)=O